C(N)(=N)NCCS(=O)(=O)O N-amidinotaurine